C1CC12CCN(CC2)C2=NC(=CC=C2C(=O)NC2=NC(=CC=C2)N2C[C@H](OCC2)C)[C@](CO)(C)O 2-(6-azaspiro[2.5]octan-6-yl)-6-((2S)-1,2-dihydroxy-2-propanyl)-N-(6-((2R)-2-methyl-4-morpholinyl)-2-pyridinyl)-3-pyridinecarboxamide